FC1=CN(C=2N=CN=C(C21)N)[C@H]2[C@H](O)[C@H](O)[C@H](O2)CO 5-fluoro-7-(β-D-ribofuranosyl)-7H-pyrrolo[2,3-d]pyrimidin-4-amine